C(CCCCCCC\C=C/CCCCCCCC)(=O)OC(CO)CO 1,3-dihydroxypropan-2-yl (9Z)-octadec-9-enoate